COC1=CC=C(C=C1)NC(CO)C=C 2-[(4-methoxyphenyl)amino]but-3-en-1-ol